N1C=NC(=C1)S(=O)(=O)N1CCC(CC1)NC1=NC=C(C(=N1)C=1SC(=CN1)C(C)O)C(F)(F)F 1-(2-(2-((1-((1H-imidazol-4-yl)sulfonyl)piperidin-4-yl)amino)-5-(trifluoromethyl)pyrimidin-4-yl)thiazol-5-yl)ethan-1-ol